O=C1N(CC2=C(C=CC=C12)C=1C=C2C(=NNC2=CC1)C(F)(F)F)CC(C#N)=C 2-({1-oxo-4-[3-(trifluoromethyl)-1H-indazol-5-yl]-2,3-dihydro-1H-isoindol-2-yl}methyl)prop-2-enenitrile